C(#N)C1(CC1)C(=O)N[C@H]1C[C@H](CCC1)NC1=CC(=NC2=CC=CC=C12)C(F)(F)F 1-cyano-N-[(1R,3S)-3-{[2-(trifluoromethyl)quinolin-4-yl]amino}cyclohexyl]cyclopropane-1-carboxamide